1-(3-(4-amino-3-(4-phenoxyphenyl)-1H-pyrazolo[3,4-d]Pyrimidin-1-yl)piperidin-1-yl)-4-(dimethylamino)but-2-en-1-one NC1=C2C(=NC=N1)N(N=C2C2=CC=C(C=C2)OC2=CC=CC=C2)C2CN(CCC2)C(C=CCN(C)C)=O